NC=1C=CC=2C(=NC(=CN2)N[C@@H]2C[C@H](CC2)NC2=CC=C(C=N2)N2C(C=CC=C2)=O)N1 6'-(((1S,3S)-3-((6-Aminopyrido[2,3-b]pyrazin-3-yl)amino)cyclopentyl)amino)-2H-[1,3'-bipyridin]-2-one